(S)-2-(N-[4-amino-5-(4-methoxybenzoyl)thiazol-2-yl]-3-chloro-4-fluoro-anilino)propanamide NC=1N=C(SC1C(C1=CC=C(C=C1)OC)=O)N(C1=CC(=C(C=C1)F)Cl)[C@H](C(=O)N)C